ClC=1C=C(C=C2N=C(C(=NC12)C)C)N1C[C@@H](OCC1)C1=CC(=NC=C1)C (S)-4-(8-chloro-2,3-dimethylquinoxalin-6-yl)-2-(2-methylpyridin-4-yl)morpholine